CN(CCCC(=O)O\C=C/CCCC=CCC=CCCCCCCCCCCCCCCCCCC=CCCCCCCCC)C (Z)-heptatriaconta-6,9,28,1-tetraen-1-yl 4-(dimethylamino)butanoate